(trifluoromethyl) ethyl carbonate C(OC(F)(F)F)(OCC)=O